FC([C@H]1N(C(OC1)=O)C=1N=C2N(CCOC3=C2C=CC(=C3)N[C@H](C(=O)N)C(C)C)C1)F (S)-2-((2-((S)-4-(difluoromethyl)-2-oxooxazolidin-3-yl)-5,6-dihydrobenzo[f]imidazo[1,2-d][1,4]oxazepin-9-yl)amino)-3-methylbutanamide